P1(OC2=C(C=C(C=C2C(C)(C)C)C(C)(C)C)C(C)C2=C(C(=CC(=C2)C(C)(C)C)C(C)(C)C)O1)F 2,2'-ethylidenebis(4,6-di-t-butylphenyl) fluorophosphite